COC=1C=C(C=C(C1)OC)NC(C=C)=O N-(3,5-dimethoxyphenyl)acrylamide